1-acetyl-2-methoxynaphthalene C(C)(=O)C1=C(C=CC2=CC=CC=C12)OC